C[C@H]1CC[C@H](CN1C(CC1=CC=C(C=C1)C1=CC=C(C=C1)[N+](=O)[O-])=O)C(=O)O (3R,6S)-6-methyl-1-(2-(4'-nitro-[1,1'-biphenyl]-4-yl)acetyl)piperidine-3-carboxylic acid